5-(3-(1-aminocyclopropyl)phenyl)thiophene-2-carbaldehyde NC1(CC1)C=1C=C(C=CC1)C1=CC=C(S1)C=O